BrC1=CC(=C2C(=C(C=NC2=C1)S(=O)(=O)NC1CCC1)Cl)F 7-Bromo-4-chloro-N-(cyclobutyl)-5-fluoroquinoline-3-sulfonamide